(4S,7S,E)-16-heptyl-4-isobutyl-N7-methoxy-N7,N9,N9-trimethyl-2,5-dioxo-1-oxa-3,6-diazacyclohexadec-11-ene-7,9-dicarboxamide C(CCCCCC)C1CCC/C=C/CC(C[C@H](NC([C@@H](NC(O1)=O)CC(C)C)=O)C(=O)N(C)OC)C(=O)N(C)C